N-[2-(3-methoxy-[1,2,4]oxadiazol-5-yl)-phenyl]-3-trifluoromethyl-benzenesulfonamide COC1=NOC(=N1)C1=C(C=CC=C1)NS(=O)(=O)C1=CC(=CC=C1)C(F)(F)F